5-methyl-6-oxo-5,6-dihydro-1,5-naphthyridin CN1C=2C=CC=NC2C=CC1=O